2-((4-methoxybenzyl)thio)-[1,2,4]triazolo[1,5-a]pyrazine COC1=CC=C(CSC2=NN3C(C=NC=C3)=N2)C=C1